ClC=1C=C(C(=C(C1)CCO)COC1=NC(=CC=C1)Cl)F 2-[5-chloro-2-[(6-chloro-2-pyridyl)oxymethyl]-3-fluoro-phenyl]ethanol